COC(C1=CC(=C(C=C1)N(C(C(=C)C)=O)C)I)=O 3-iodo-4-(N-methyl-methacrylamido)benzoic acid methyl ester